FC=1C(=C(C(=O)NOCCO)C=C(C1F)CN1OCCCC1=O)NC1=C(C=C(C=C1)I)F 3,4-Difluoro-2-[(2-fluoro-4-iodophenyl)amino]-N-(2-hydroxyethoxy)-5-[(3-oxo-[1,2]oxazinan-2-yl)methyl]benzamide